6-hydroxy-4,4,5,7,8-pentamethylbenzopyran-2-one OC=1C(=C(C2=C(C(CC(O2)=O)(C)C)C1C)C)C